FC1=C(C=CC=C1)C(N1C[C@@H](N(C[C@H]1C)C1=CC(N(C=2C=CC(=NC12)C#N)C)=O)C)C1=C(C=CC=C1)F 8-[(2s,5r)-4-[bis(2-fluorophenyl)methyl]-2,5-dimethylpiperazin-1-yl]-5-methyl-6-oxo-5,6-dihydro-1,5-naphthyridine-2-carbonitrile